tri(1,3-dimethyl-3-t-butylperoxybutyloxy)vinyl-silane ethyl-2-((2R,4R)-4-(3-(3-bromo-2-methylphenoxy)propyl)-2-methylpiperidin-1-yl)acetate C(C)OC(CN1[C@@H](C[C@@H](CC1)CCCOC1=C(C(=CC=C1)Br)C)C)=O.CC(CC(C)(OOC(C)(C)C)C)OC(=C(OC(CC(C)(C)OOC(C)(C)C)C)OC(CC(C)(C)OOC(C)(C)C)C)[SiH3]